FC12CC3(CC(CC(C1)C3)C2)CC(=O)NN2C(C3=CC=CC=C3C(=N2)C(C)C)=O 2-(3-fluoroadamantan-1-yl)-N-(4-isopropyl-1-oxophthalazin-2(1H)-yl)acetamide